P(O)(O)O.C(C)(=O)NCC(=O)O N-acetylglycine phosphite